tert-butyl 4-[[[5-[(3-methoxy-2,6-dimethyl-phenyl)carbamoyl]thiazol-2-yl]amino]methyl]piperidine-1-carboxylate COC=1C(=C(C(=CC1)C)NC(=O)C1=CN=C(S1)NCC1CCN(CC1)C(=O)OC(C)(C)C)C